BrCC(=O)N(C1=CC(=CC(=C1)OC)OC)C1=CC2=C(OCCO2)C=C1 2-bromo-N-(2,3-Dihydrobenzo[b][1,4]dioxin-6-yl)-N-(3,5-dimethoxyphenyl)acetamide